(1-acetyl-4-methoxypiperidin-4-yl)-5-chloro-1,7-dimethyl-2-oxo-1,2-dihydro-1,6-naphthyridin-8-yl triflate O(S(=O)(=O)C(F)(F)F)C=1C(=NC(=C2C=C(C(N(C12)C)=O)C1(CCN(CC1)C(C)=O)OC)Cl)C